O=C1NC(CCC1N1C(C2=CC=CC(=C2C1=O)C(C(=O)N)(C)C)=O)=O (2-(2,6-dioxopiperidin-3-yl)-1,3-dioxoisoindolin-4-yl)-2-methylpropanamide